C(C)(C)(C)OC(=O)N1C[C@@H]([C@H](C1)F)NC1=NC(=CC=C1)C1=CN=C2N1N=C(C=C2)C2CC2.CC2(CC2C=C(C)C)C 2,2-dimethyl-3-(2-methyl-1-propenyl)cyclopropane tert-butyl-(3S,4S)-3-((6-(6-cyclopropylimidazo[1,2-b]pyridazin-3-yl)pyridin-2-yl)amino)-4-fluoropyrrolidine-1-carboxylate